O1CCN(CC1)CC1=CC(=NC(=C1)NC=1SC(=CN1)C=1N=NN(N1)C1=CC=CC=C1)NC1CC2(CC(C2)O)C1 6-((4-(morpholinomethyl)-6-((5-(2-phenyl-2H-tetrazol-5-yl)thiazol-2-yl)amino)pyridin-2-yl)amino)spiro[3.3]heptan-2-ol